[Si](C)(C)(C(C)(C)C)OC[C@H]1N(CC2(CCC2)C(C1)O)C(=O)OC(C)(C)C tert-butyl (7S)-7-(((tert-butyldimethylsilyl) oxy) methyl)-9-hydroxy-6-azaspiro[3.5]nonane-6-carboxylate